5,6-dihydro-2H-1,3-thiazin S1CN=CCC1